Potassium 3,4,5-trimethoxyphenyl sulfate S(=O)(=O)(OC1=CC(=C(C(=C1)OC)OC)OC)[O-].[K+]